BrC=1C(=CC2=C(OCCN2CCN2C(CCC2)=O)C1)OC 7-bromo-6-methoxy-4-(2-(2-oxopyrrolidin-1-yl)ethyl)-2H-benzo[b][1,4]Oxazine